FC(C1=CC=C(OCCC=2C=C3C(=CNC3=CC2)NC(OC(C)(C)C)=O)C=C1)(F)F tert-butyl (5-(2-(4-(trifluoromethyl)phenoxy)ethyl)-1H-indol-3-yl)carbamate